3-chloro-4-((2-(1-methyl-1H-pyrazol-4-yl)pyridin-4-yl)oxy)aniline ethyl-2-(4,4-dimethyl-2-oxocyclohexyl)-2-oxoacetate C(C)OC(C(=O)C1C(CC(CC1)(C)C)=O)=O.ClC=1C=C(N)C=CC1OC1=CC(=NC=C1)C=1C=NN(C1)C